C(=O)=C1N=CC=C2N1C=CC=C2N2N=CC(=C2C(F)(F)F)C(=O)NC2=CC(=NC=C2)C(F)(F)F (1-carbonyl-1H-pyrido[1,2-c]pyrimidin-5-yl)-5-(trifluoromethyl)-N-(2-(trifluoromethyl)pyridin-4-yl)-1H-pyrazole-4-carboxamide